2-(2-(cyclopropanesulfonamido)pyrimidin-4-yl)-N-(4-(6-ethoxypyrazin-2-yl)-2-methylphenyl)butanamide C1(CC1)S(=O)(=O)NC1=NC=CC(=N1)C(C(=O)NC1=C(C=C(C=C1)C1=NC(=CN=C1)OCC)C)CC